5-chloro-2'-(2-{4-[methyl(methylimino)oxo-λ6-sulfanyl]phenoxy}ethyl)-1,2-dihydrospiro[indole-3,4'-piperidin]-2-one ClC=1C=C2C(=CC1)NC(C21CC(NCC1)CCOC1=CC=C(C=C1)S(=O)(=NC)C)=O